N1N=CC2=CC=C(C=C12)NC1=NC=C(C(=N1)C1=CNC2=C(C=CC=C12)NC([C@@H](COC)N1CCN(CC1)C)=O)F (R)-N-(3-(2-((1H-indazol-6-yl)amino)-5-fluoropyrimidin-4-yl)-1H-indol-7-yl)-3-methoxy-2-(4-methylpiperazin-1-yl)propanamide